O=C1CC[C@@H](N1)C(=O)OC Methyl (R)-5-oxopyrrolidin-2-carboxylate